3-(chloromethyl)-6-methylpyridazine ClCC=1N=NC(=CC1)C